NC1=NC(=CC(=C1)C=1C(=NN2C1N=C(C=C2)C(=O)NC(C)(C)C)C2=CC(=CC=C2)C#N)C 3-(2-Amino-6-methyl-4-pyridyl)-N-tert-butyl-2-(3-cyanophenyl)pyrazolo[1,5-a]pyrimidine-5-carboxamide